CN(C/C=C/C(=O)NC1=CC(=CC=C1)C1=C(OC=2N=CN=C(C21)NCCO)C2=CC=CC=C2)C (2E)-4-(Dimethylamino)-N-(3-{4-[(2-hydroxyethyl)amino]-6-phenylfuro[2,3-d]pyrimidin-5-yl}phenyl)but-2-enamide